(Z)-6-(2,4-dichlorophenyl)-5-(4-((1-(3-fluoropropyl) pyrrolidin-3-ylidene) methyl) phenyl)-7,8-dihydronaphthalene-2-carboxylate ClC1=C(C=CC(=C1)Cl)C1=C(C=2C=CC(=CC2CC1)C(=O)[O-])C1=CC=C(C=C1)\C=C\1/CN(CC1)CCCF